6-Acetyl-2-{5-[bis-(2-hydroxy-ethyl)-amino]-pyridin-2-ylamino}-8-cyclopentyl-5-methyl-8H-pyrido[2,3-d]pyrimidin-7-one C(C)(=O)C1=C(C2=C(N=C(N=C2)NC2=NC=C(C=C2)N(CCO)CCO)N(C1=O)C1CCCC1)C